C1(CC1)COC=1C=C(C(=NC1)N)F 5-(cyclopropylmethoxy)-3-fluoropyridin-2-amine